4-amino-2-hydroxymethylbenzyl alcohol NC1=CC(=C(CO)C=C1)CO